BrC1=CC(=NC=C1)N1C[C@H]([C@](CC1)(O)C)F |r| cis-rac-1-(4-bromopyridin-2-yl)-3-fluoro-4-methylpiperidin-4-ol